2-(6-(1-((1R,2R,3R,5S)-2-fluoro-1,5-dimethyl-8-azabicyclo[3.2.1]octan-3-yl)vinyl)pyridazin-3-yl)-5-(1H-1,2,3-triazol-1-yl)phenol F[C@H]1[C@]2(CC[C@@](C[C@@H]1C(=C)C1=CC=C(N=N1)C1=C(C=C(C=C1)N1N=NC=C1)O)(N2)C)C